FC(C1=NC=2N(C=C1F)N=CC2C2=CC(=NC=N2)N2C[C@H](C([C@H](C2)C)(F)F)CNS(=O)(=O)C)F N-[[(3S,5S)-1-[6-[5-(difluoromethyl)-6-fluoro-pyrazolo[1,5-a]pyrimidin-3-yl]pyrimidin-4-yl]-4,4-difluoro-5-methyl-3-piperidinyl]methyl]methanesulfonamide